Ethyl-methylimidazolium chloride [Cl-].C(C)[N+]1=C(NC=C1)C